NC1=C(C2=C(C(N1C1=C3C=NNC3=CC=C1C)=O)C(=C(S2)CC)C)C(=O)N (R)-6-amino-2-ethyl-3-methyl-5-(5-methyl-1H-indazol-4-yl)-4-oxo-4,5-dihydrothieno[3,2-c]pyridine-7-carboxamide